C(C)C=1C=C(C(=C(C1)[C@H](C(=O)O)N1C[C@@H](CC1)N(CCCCCC1=NC=2NCCCC2C=C1)C)OC)F (R)-2-(5-ethyl-3-fluoro-2-methoxyphenyl)-2-((R)-3-(methyl(5-(5,6,7,8-tetrahydro-1,8-naphthyridin-2-yl)pentyl)amino)pyrrolidin-1-yl)acetic acid